CNC(OC=1N=C(C=2SC(=C3OCCC(C1C23)CCCC)Br)Cl)=O butyl(1-bromo-3-chloro-7,8-dihydro-6H-9-oxa-2-thia-4-azabenzo[cd]azulen-5-yl) (methyl)carbamate